(-)-N-(1(R)-Phenylethyl)-1-azabicyclo[2.2.2]octan-3(S)-amine dihydrochloride C[C@H](C1=CC=CC=C1)N[C@@H]2CN3CCC2CC3.Cl.Cl